tert-butyl (2-((2-(7-chloro-2-methoxyquinoxalin-5-yl)-4-methylbenzo[d]thiazol-6-yl)oxy)ethyl)carbamate ClC1=CC(=C2N=CC(=NC2=C1)OC)C=1SC2=C(N1)C(=CC(=C2)OCCNC(OC(C)(C)C)=O)C